N-(5'-carbamoyl-4-chloro-4''-sulfamoyl-[1,1':3',1''-terphenyl]-4'-yl)nicotinamide C(N)(=O)C=1C(=C(C=C(C1)C1=CC=C(C=C1)Cl)C1=CC=C(C=C1)S(N)(=O)=O)NC(C1=CN=CC=C1)=O